(4S,5R,6R)-5-acetamido-4-amino-6-[(1R,2R)-2,3-dihydroxy-1-methoxypropyl]-5,6-dihydro-4H-pyran-2-carboxylic acid methyl ester phosphate P(=O)(O)(O)O.COC(=O)C=1O[C@H]([C@@H]([C@H](C1)N)NC(C)=O)[C@@H]([C@@H](CO)O)OC